methyl 6-((3S,4R)-4-(4-amino-5-chloro-2-methoxybenzamido)-3-methoxypiperidin-1-yl)-4-methylhexanoate NC1=CC(=C(C(=O)N[C@H]2[C@H](CN(CC2)CCC(CCC(=O)OC)C)OC)C=C1Cl)OC